FC=1C=C(C=CC1OC1=CC=NC2=CC(=CN=C12)O)NC(=O)C=1C(=NC(=C(C1O)C1=CC=C(C=C1)F)C)C N-[3-fluoro-4-[(7-hydroxy-1,5-naphthyridin-4-yl)oxy]phenyl]-5-(4-fluorophenyl)-4-hydroxy-2,6-dimethylpyridine-3-carboxamide